CS(=O)(=O)C1=C(C(=O)NC2=CC=C3C(=N2)C(=CN3)C3CCN(CC3)CCCC)C=CC=C1 5-(2-(methanesulfonyl)benzoyl)amino-3-(1-butylpiperidin-4-yl)pyrrolo[3,2-b]pyridine